FC1=CC(=CC=C1)S(=O)(=O)C=C 1-fluoro-3-(vinylsulfonyl)benzene